C(C)(=O)N1[C@H](CCC2=CC(=CC=C12)C1=CC=C(CNC(=O)C2=CC=3N=C(N=C(C3S2)N2CCOCC2)C=2C=NC(=NC2)N)C=C1)C (S)-N-(4-(1-acetyl-2-methyl-1,2,3,4-tetrahydroquinolin-6-yl)benzyl)-2-(2-aminopyrimidin-5-yl)-4-morpholinothieno[3,2-d]pyrimidine-6-carboxamide